ethyl 3-(2-(((6-((1S,2S)-2-(3-chlorophenyl)cyclopropane-1-carboxamido)pyrimidin-4-yl)amino)methyl)-5-cyclopropylpyrazolo[1,5-a]pyridin-7-yl)propanoate ClC=1C=C(C=CC1)[C@@H]1[C@H](C1)C(=O)NC1=CC(=NC=N1)NCC1=NN2C(C=C(C=C2CCC(=O)OCC)C2CC2)=C1